CSCC1CN(C1)C(=O)O[C@@H]1CC[C@H](CC1)C(N(C[C@@H]1CC[C@H](CC1)C1=CC(=C(C=C1)OC)C)C1=CC(=CC=C1)C=1C=NN(C1)C1CC1)=O trans-4-((3-(1-Cyclopropyl-1H-pyrazol-4-yl)phenyl)((trans-4-(4-methoxy-3-methylphenyl)cyclohexyl)methyl)carbamoyl)-cyclohexyl 3-((methylthio)methyl)azetidine-1-carboxylate